1-(anthraquinon-2-yl)ethyl-imidazole C1=C(C=CC=2C(C3=CC=CC=C3C(C12)=O)=O)C(C)C=1NC=CN1